NC1=C(C=C(C=C1)N=NC=1C=C(C=CC1)S(=O)(=O)O)C 3-[(4-Amino-3-methylphenyl)azo]benzenesulfonic acid